5-propionamidophthalic acid C(CC)(=O)NC1=CC=C(C(C(=O)O)=C1)C(=O)O